[N+](=O)([O-])C1=CC=C(C=C1)S(=O)(=O)OC(C(F)F)C1=CC=C2C(=NN(C2=C1)C)C1=CC(=CC=C1)F 2,2-difluoro-1-(3-(3-fluorophenyl)-1-methyl-1H-indazol-6-yl)ethyl 4-nitrobenzenesulfonate